C(C1=CC=CC=C1)C1C(CCC(C1)(C(F)(F)F)OCC)(N)CC1=CC=CC=C1 dibenzyl-4-ethoxy-4-(trifluoromethyl)cyclohexan-1-amine